trilithium iron phosphate P(=O)([O-])([O-])[O-].[Fe+2].[Li+].[Li+].[Li+]